2-(5-Cyclopropyl-3-(2,6-dichlorophenyl)isoxazol-4-yl)-8,11-dioxadispiro[3.2.47.24]tridecan-2-ol C1(CC1)C1=C(C(=NO1)C1=C(C=CC=C1Cl)Cl)C1(CC2(C1)CCC1(OCCO1)CC2)O